Cl.OCCCP(CCCO)CCCO tri(3-hydroxypropyl)phosphine hydrochloride